BrC1=COC2=CC=C(C=C2C1=O)OCOCCOC 3-bromo-6-(2-methoxyethoxy)methoxy-4H-chromen-4-one